ClC1=CN=C(C=2N1N=CC2)C(=O)OC methyl 7-chloropyrazolo[1,5-a]pyrazine-4-carboxylate